2-(4-ethylphenoxy)-N-(pyrazol-3-yl)-N-(thiophen-2-ylmethyl)acetamide tert-Butyl-(S)-4-hydroxy-3,3-dimethyl-4-((6-oxo-4-phenylpyrimidin-1(6H)-yl)methyl)piperidine-1-carboxylate C(C)(C)(C)OC(=O)N1CC([C@@](CC1)(CN1C=NC(=CC1=O)C1=CC=CC=C1)O)(C)C.C(C)C1=CC=C(OCC(=O)N(CC=2SC=CC2)C2=NNC=C2)C=C1